FC1=C(C=CC=C1NS(=O)(=O)NC)CN1C(OC2=CC(=CN=C2C1)OC=1N=NC=CC1)=O 3-{[2-fluoro-3-(methylaminosulfonylamino)phenyl]methyl}-7-(3-pyridazinyloxy)-3,4-dihydro-2H-1-oxa-3,5-diazanaphthalen-2-one